N-[(4S,5S)-7-ethyl-4-(4-fluorophenyl)-3-methyl-6-oxo-1-phenyl-1H,4H,5H,6H,7H-pyrazolo[3,4-b]pyridin-5-yl]-2-fluoro-3-methylbenzamide C(C)N1C2=C([C@@H]([C@@H](C1=O)NC(C1=C(C(=CC=C1)C)F)=O)C1=CC=C(C=C1)F)C(=NN2C2=CC=CC=C2)C